Benzyldimethyl-(2-hydroxypropyl)ammonium formate C(=O)[O-].C(C1=CC=CC=C1)[N+](CC(C)O)(C)C